C(C)(C)C=1C=C(C=CC1)C1=CC(=C(O1)C)C(=O)NC1=NC(=NS1)CC(C)=O 5-(3-Isopropylphenyl)-2-methyl-N-(3-(2-oxopropyl)-1,2,4-thiadiazol-5-yl)furan-3-carboxamide